phenoxy-2,4,6-trimethyl-1,3,5-triazine O(C1=CC=CC=C1)N1C(N=C(N=C1C)C)C